CN1N=CC2=CC=C(C(=C12)C1=C(C(=NC=2[C@@H]3[C@H](CCC12)C3)N3CC1(CN(C1)C(C=C)=O)CC3)C#N)C (M)-(6aR,7aS)-4-(1,6-dimethyl-1H-indazol-7-yl)-2-(2-(2-propenoyl)-2,6-diazaspiro[3.4]octan-6-yl)-6,6a,7,7a-tetrahydro-5H-cyclopropa[h]quinoline-3-carbonitrile